Azetidin-1-yl-(3-(azetidin-1-yl)-4-bromophenyl)methanone N1(CCC1)C(=O)C1=CC(=C(C=C1)Br)N1CCC1